NC1=C2C(=C(C(=CC2=CC(=C1)S(=O)(=O)O)S(=O)(=O)O)N=NC1=CC=CC=C1)O 5-amino-4-hydroxy-3-(phenylazo)-naphthalene-2,7-disulfonic acid